γ-methacryloxypropyl-trimethoxysilane Ethyl-7-((3,4-difluorobenzyl)oxy)-9-oxo-3,4,11,11a-tetrahydro-1H-pyrazino[1',2':3,4]imidazo[1,2-c]pyrimidine-2(9H)-carboxylate C(C)OC(=O)N1CC2N(C=3N(C(N=C(C3)OCC3=CC(=C(C=C3)F)F)=O)C2)CC1.C(C(=C)C)(=O)OCCC[Si](OC)(OC)OC